5-chloro-3-fluoro-2-(piperidin-4-yloxy)pyridine hydrochloride Cl.ClC=1C=C(C(=NC1)OC1CCNCC1)F